4-(4-fluorophenyl)-2-(methyl-(2-(2-morpholinoethyl)-1-oxo-6-(piperazin-1-yl)-1,2-dihydroisoquinolin-4-yl)amino)thiazole-5-carbonitrile FC1=CC=C(C=C1)C=1N=C(SC1C#N)N(C1=CN(C(C2=CC=C(C=C12)N1CCNCC1)=O)CCN1CCOCC1)C